CS(=O)(=O)C1=C(C=CC=C1)C1=C2C(=NC(=C1)N1C(COCC1)C)C(=NS2)C2=CC(=NN2C2OCC2)C 4-[7-(2-methanesulfonylphenyl)-3-[3-methyl-1-(oxetan-2-yl)-1H-pyrazol-5-yl]-[1,2]Thiazolo[4,5-b]Pyridin-5-yl]3-methylmorpholine